CC1(CC2(CC(N1)(C)C)OC1(CCCCCCCCCCC1)N(C2=O)CC2CO2)C 2,2,4,4-tetramethyl-7-oxa-3,20-diaza-20-(2,3-epoxypropyl)-dispiro-[5.1.11.2]-heneicosane-21-one